6-(ethylamino)-4-[2-methyl-4-(4-methyl-1,2,4-triazol-3-yl)pyrazol-3-yl]pyridine-2-carboxylic acid C(C)NC1=CC(=CC(=N1)C(=O)O)C=1N(N=CC1C1=NN=CN1C)C